1,3-di-n-octylimidazolium acetate C(C)(=O)[O-].C(CCCCCCC)N1C=[N+](C=C1)CCCCCCCC